N-(3-nitrophenyl)benzenesulfonamide [N+](=O)([O-])C=1C=C(C=CC1)NS(=O)(=O)C1=CC=CC=C1